ClC(C1=NC=NC=N1)(Cl)Cl 2-(trichloromethyl)-s-triazine